O=C1NC(CCC1N1C(N(C2=C1C=CC=C2N2CCN(CC2)CC2COC1(CN(C1)C(=O)OC(C)(C)C)C2)C)=O)=O Tert-butyl 7-[[4-[1-(2,6-dioxo-3-piperidyl)-3-methyl-2-oxo-benzimidazol-4-yl]piperazin-1-yl]methyl]-5-oxa-2-azaspiro[3.4]octane-2-carboxylate